5-(5-fluoro-3',5'-bis(trifluoromethyl)-[1,1'-biphenyl]-2-yl)-3-(4-(1-methyl-4-(trifluoromethyl)-1H-imidazol-2-yl)phenyl)-1,2,4-oxadiazole FC=1C=CC(=C(C1)C1=CC(=CC(=C1)C(F)(F)F)C(F)(F)F)C1=NC(=NO1)C1=CC=C(C=C1)C=1N(C=C(N1)C(F)(F)F)C